2-(3-Isopropyl-2-(8-methyl-[1,2,4]triazolo[1,5-a]pyridin-6-yl)-1H-indol-5-yl)-4-(2-(methylsulfonyl)ethyl)morpholin C(C)(C)C1=C(NC2=CC=C(C=C12)C1CN(CCO1)CCS(=O)(=O)C)C=1C=C(C=2N(C1)N=CN2)C